3-((1-(2-(4-(4-acetylpiperazin-1-yl)-3-fluorophenyl)-3,6-dimethyl-4-oxo-3,4-dihydroquinazolin-8-yl)ethyl)amino)-6-chloro-N-(methylsulfonyl)picolinamide C(C)(=O)N1CCN(CC1)C1=C(C=C(C=C1)C1=NC2=C(C=C(C=C2C(N1C)=O)C)C(C)NC=1C(=NC(=CC1)Cl)C(=O)NS(=O)(=O)C)F